3-chloro-1-(9-phenyl-9H-carbazol-4-yl)benzo[f]Quinazoline ClC1=NC=2C=CC3=C(C2C(=N1)C1=CC=CC=2N(C4=CC=CC=C4C12)C1=CC=CC=C1)C=CC=C3